N(C1=CC=CC=C1)C(C(Cl)(Cl)Cl)NC(=O)C1=NNC=C1 N-(1-anilino-2,2,2-trichloroethyl)-1H-pyrazoleamide